FC=1C=C2C(=NC1NC=1C=CC=C3C=CCC13)NN=C2N 5-fluoro-N6-(1H-inden-7-yl)-1H-pyrazolo[3,4-b]pyridine-3,6-diamine